(1R,2R)-N-[(3S,4R)-6-chloro-3-hydroxy-2,2-dimethyl-chroman-4-yl]-2-[(1R)-1-(4,4-diethyl-2-imino-6-oxo-hexahydropyrimidin-1-yl)-3-methoxy-propyl]cyclopropanecarboxamide ClC=1C=C2[C@H]([C@@H](C(OC2=CC1)(C)C)O)NC(=O)[C@H]1[C@@H](C1)[C@@H](CCOC)N1C(NC(CC1=O)(CC)CC)=N